(R)-N1-(methyl-d3)-4-(5-(2-methylmorpholino)benzo[d]oxazol-2-yl)-2,7-naphthyridin-1,6-diamine C(NC1=NC=C(C2=CC(=NC=C12)N)C=1OC2=C(N1)C=C(C=C2)N2C[C@H](OCC2)C)([2H])([2H])[2H]